N-(4-Cyanobenzyl)-6-((1-((1-hydroxy-2-methylpropan-2-yl)sulfonyl)cyclopropyl)methyl)-1-(2-hydroxyethyl)-7-oxo-4,5,6,7-tetrahydro-1H-pyrazolo[3,4-c]pyridine-3-carboxamide C(#N)C1=CC=C(CNC(=O)C2=NN(C=3C(N(CCC32)CC3(CC3)S(=O)(=O)C(CO)(C)C)=O)CCO)C=C1